3-(4-(2-(3-(4-(trifluoromethoxy)phenyl)ureido)ethyl)phenyl)urea FC(OC1=CC=C(C=C1)NC(NCCC1=CC=C(C=C1)NC(N)=O)=O)(F)F